ClC1=C(N(C(C2=C(C=CC=C12)C1=NC=C(N=C1)OCC)=O)C1=CC=CC=C1)[C@H](C)NC=1C2=C(N=CN1)NC=CC2=O (S)-4-((1-(4-chloro-8-(5-ethoxypyrazin-2-yl)-1-oxo-2-phenyl-1,2-dihydroisoquinolin-3-yl)ethyl)amino)pyrido[2,3-d]pyrimidin-5(8H)-one